5-nitro-o-toluenesulfonic acid CC1=C(C=C(C=C1)[N+](=O)[O-])S(=O)(=O)O